methyl (2S,4RS)-4-{[(benzyloxy)carbonyl] amino}pyrrolidine-2-carboxylate C(C1=CC=CC=C1)OC(=O)N[C@@H]1C[C@H](NC1)C(=O)OC |&1:11|